(4aS,8aR)-6-[6-[[3-(trifluoromethyl)-1,2,4-triazol-1-yl]methyl]-2-azaspiro[3.3]heptane-2-carbonyl]-4,4a,5,7,8,8a-hexahydropyrido[4,3-b][1,4]oxazin-3-one FC(C1=NN(C=N1)CC1CC2(CN(C2)C(=O)N2C[C@H]3[C@H](OCC(N3)=O)CC2)C1)(F)F